(6,6-dimethyl-4,5,6,7-tetrahydrobenzo[d]thiazol-2-yl)methyl 1H-imidazole-1-carboxylate N1(C=NC=C1)C(=O)OCC=1SC2=C(N1)CCC(C2)(C)C